ethyl 2-(2-{2-[3-(1-acetylpiperidin-4-yl)-5'-fluoro-1'-methyl-[4,6'-biindazol]-1-yl]acetamido}acetamido)acetate C(C)(=O)N1CCC(CC1)C1=NN(C=2C=CC=C(C12)C1=C(C=C2C=NN(C2=C1)C)F)CC(=O)NCC(=O)NCC(=O)OCC